CC1(OC2=CC=CC=C2C(C1)N)C 2,2-dimethyl-chroman-4-amine